exo-5-fluoro-N-[(2-methylphenyl)methyl]-1a,6b-dihydro-1H-cyclopropa[b][1]benzofuran-1-carboxamide FC=1C=CC2=C(C3C(O2)C3C(=O)NCC3=C(C=CC=C3)C)C1